BrCC1=C(C=CC(=C1F)OC)N1N=NC(=C1)C(F)F 1-(2-(bromomethyl)-3-fluoro-4-methoxyphenyl)-4-(difluoromethyl)-1H-1,2,3-triazole